OC(CN1CC2=CC=C(C=C2C1)NC=1N=CC2=C(N1)CN(CC2)C(=O)OC(C)(C)C)(C)C tert-butyl 2-{[2-(2-hydroxy-2-methylpropyl)-2,3-dihydro-1H-isoindol-5-yl]amino}-5H,6H,7H,8H-pyrido[3,4-d]pyrimidine-7-carboxylate